methyl (2R)-2-[(tert-butoxycarbonyl)amino]-3-{[tert-butyl(dimethyl)silyl]oxy}propanoate C(C)(C)(C)OC(=O)N[C@@H](C(=O)OC)CO[Si](C)(C)C(C)(C)C